tert-butyl (2S,4R)-4-((7-bromo-2-(3-(dimethylamino)azetidin-1-yl)-8-fluoro-6-iodo-3-nitroquinolin-4-yl)amino)-2-(2-(tert-butoxy)-2-oxoethyl)piperidine-1-carboxylate BrC1=C(C=C2C(=C(C(=NC2=C1F)N1CC(C1)N(C)C)[N+](=O)[O-])N[C@H]1C[C@H](N(CC1)C(=O)OC(C)(C)C)CC(=O)OC(C)(C)C)I